C(C=C)OC(CC=C)C1(CCN(CC1)C(=O)[O-])CCC1=CC=CC=C1 4-(1-(allyloxy) but-3-en-1-yl)-4-phenethylpiperidine-1-carboxylate